{2,6-bis[2,6-diisopropyl-4-(benzhydryl)phenyl]Phenyl}-dicyclohexylphosphine C(C)(C)C1=C(C(=CC(=C1)C(C1=CC=CC=C1)C1=CC=CC=C1)C(C)C)C1=C(C(=CC=C1)C1=C(C=C(C=C1C(C)C)C(C1=CC=CC=C1)C1=CC=CC=C1)C(C)C)P(C1CCCCC1)C1CCCCC1